NC1CCC(CC1)N 3,6-diaminocyclohexane